4,4'-methylenediisocyanate C(N=C=O)N=C=O